ClC1=NC(=NC(=C1C#N)Cl)NS(=O)(=O)C=1C=NN(C1)C N-(4,6-dichloro-5-cyano-pyrimidin-2-yl)-1-methyl-pyrazole-4-sulfonamide